CC1=C[C@@H]([C@@H](CC1)C(=C)C)C1=C(C=C(C=C1O)CCCCC)O 2-((1S,6R)-3-methyl-6-(prop-1-en-2-yl)cyclohex-2-enyl)-5-pentylbenzene-1,3-diol